C(C)(C)(C)N(C(=O)C1=NC(=CN=C1)C1=CC=C(C=C1)C(F)(F)F)C1=CC=C(C=C1)Cl N-(tert-butyl)-N-(4-chlorophenyl)-6-(4-(trifluoromethyl)phenyl)pyrazine-2-carboxamide